ethyl (2-cyano-2-(2-(3,5-dichloro-4-((2-(3-methoxybenzyl)-1-oxo-1,2,3,4-tetrahydroisoquinolin-6-yl)oxy)phenyl)hydrazono)acetyl)carbamate C(#N)C(C(=O)NC(OCC)=O)=NNC1=CC(=C(C(=C1)Cl)OC=1C=C2CCN(C(C2=CC1)=O)CC1=CC(=CC=C1)OC)Cl